CC=1C(=C(C2=CC=CC=C2C1)S(=O)(=O)O)OC(C=C)=O (methyl)acryloxynaphthalenesulfonic acid